COC1CC(C2=CC=C(C=C12)[N+](=O)[O-])NC1=CC(=CC=C1)C(F)(F)F 3-methoxy-5-nitro-N-[3-(trifluoromethyl)phenyl]indan-1-amine